N-(1-(4-((5-methyl-3-nitropyridin-2-yl)oxy)phenyl)cyclopropyl)acrylamide CC=1C=C(C(=NC1)OC1=CC=C(C=C1)C1(CC1)NC(C=C)=O)[N+](=O)[O-]